(3-[4,5-dimethyl-2-thiazolyl])-2,5-diphenyl-2H-tetrazole bromide [Br-].CC=1N=C(SC1C)N1N(NC(=N1)C1=CC=CC=C1)C1=CC=CC=C1